COC=1C=C2C(=NC=NC2=CC1OC)N(CCCCCP(O)(O)=O)C (5-((6,7-dimethoxyquinazolin-4-yl)(methyl)amino)pentyl)phosphonic acid